(1r,4r)-4-((5-Methyl-4-(6-(pyridin-3-ylamino)imidazo[1,2-a]pyridin-3-yl)pyrimidin-2-yl)amino)cyclohexan-1-ol CC=1C(=NC(=NC1)NC1CCC(CC1)O)C1=CN=C2N1C=C(C=C2)NC=2C=NC=CC2